S1SC(C=C1)=S 1,2-dithiol-3-thione